CS(=O)(=O)OCCCCCCCC\C=C/CCCCCC palmitoleyl methanesulfonate